FC1(CC(C1)CN1N=C(C(=C1C(=O)NC1=CC(=NC=C1)C(=O)N)C)OC(C)(F)F)F 4-(1-((3,3-difluorocyclobutyl)methyl)-3-(1,1-difluoroethoxy)-4-methyl-1H-pyrazole-5-carboxamido)picolinamide